ClC=1C=C(C=CC1)C1=CC2=C3C(CCCN3C1=O)=CC=C2 6-(3-chlorophenyl)-2,3-dihydro-1H,5H-benzo[ij]quinolizin-5-one